5-chloro-N-(1-cyanocyclopropyl)-6-fluoro-1-(trimethylstannyl)imidazo[1,5-a]pyridine-7-sulfonamide ClC1=C(C(=CC=2N1C=NC2[Sn](C)(C)C)S(=O)(=O)NC2(CC2)C#N)F